ClC1=C(C=CC=C1Cl)C=1C(=CC=C2C(=C(C=NC12)C(=O)O)N(C)C)F 8-(2,3-dichlorophenyl)-4-(dimethylamino)-7-fluoroquinoline-3-carboxylic acid